4-chloro-2-(4-methylpiperazin-1-yl)-7-nitroquinazoline ClC1=NC(=NC2=CC(=CC=C12)[N+](=O)[O-])N1CCN(CC1)C